OC(CNCCCCCCCCCCCC)O dihydroxyethyl-laurylamine